O(C1=CC=CC=C1)C1=CC=C(C(=O)N2CCC(CC2)C2=CC=C(N=N2)N)C=C1 6-[1-(4-phenoxybenzoyl)piperidin-4-yl]pyridazin-3-amine